ClC=1C=NC=C(C1NC(C1=CC(=C(C=C1)OC)OC(F)F)=O)Cl N-(3,5-dichloropyridin-4-yl)-3-difluoromethoxy-4-methoxybenzamide